5'-Chloro-2'-{8-ethoxy-2H,3H,4H,5H-pyrido[3,2-f][1,4]oxazepine-4-carbonyl}-7',8'-dihydro-6'H-spiro[cyclohexane-1,9'-furo[2,3-f]quinazoline]-7'-one ClC=1C=C2C(=C3C4(NC(NC13)=O)CCCCC4)OC(=C2)C(=O)N2CCOC4=C(C2)C=CC(=N4)OCC